N1C=CC2=C(C=CC=C12)C1=C(C=C(C(=O)O)C=C1)C(F)(F)F 4-(1H-indol-4-yl)-3-(trifluoromethyl)benzoic acid